C(#N)C=1C(=C(C=CC1)OB(O)O)C 3-cyano-2-methylphenyl-boric acid